N1CC2(CC1)CNC1=CC=CC=C12 dihydrospiro[indole-3,3'-pyrrolidine]